[(benzofluoranthenyl)phenyl]Naphthalene C1(=CC=C2C=CC=C3C4=CC=C5C(=C4C1=C23)C=CC=C5)C5=C(C=CC=C5)C5=CC=CC2=CC=CC=C52